FC1(CCC(CC1)NC1=CC(=NC(=N1)N1N=C(C=C1C)C)N1CC(OCC1)C#N)F 4-(6-((4,4-difluorocyclohexyl)amino)-2-(3,5-dimethyl-1H-pyrazol-1-yl)pyrimidin-4-yl)morpholine-2-carbonitrile